2-hydroxy-4-methoxydiphenyl-Benzophenone OC1=C(C(=O)C2=CC=CC=C2)C=C(C(=C1C1=CC=CC=C1)OC)C1=CC=CC=C1